C1(CCCCC1)CCC(=O)N[C@H](CC(=O)OC(C)(C)C)C(=O)NCCC1=CC(=C(C=C1)O)O tert-butyl (3R)-3-(3-cyclohexylpropanoylamino)-4-[2-(3,4-dihydroxyphenyl)ethylamino]-4-oxo-butanoate